l-1-(7-ethyl-7-hydroxy-6,7-dihydro-5H-cyclopenta[b]pyridin-2-yl)-6-((4-(piperazin-1-yl)phenyl)amino)-1H-pyrazolo[3,4-d]pyrimidin-3(2H)-one C(C)C1(CCC=2C1=NC(=CC2)N2NC(C=1C2=NC(=NC1)NC1=CC=C(C=C1)N1CCNCC1)=O)O